N-(2-(4-(4-((6-cyclopropyl-3-(1H-pyrazol-4-yl)imidazo[1,2-a]pyrazin-8-yl)amino)-3-fluorobenzoyl)piperazin-1-yl)ethyl)piperazin C1(CC1)C=1N=C(C=2N(C1)C(=CN2)C=2C=NNC2)NC2=C(C=C(C(=O)N1CCN(CC1)CCN1CCNCC1)C=C2)F